ethyl [1,1'-biphenyl]-4-carboxylate C1(=CC=C(C=C1)C(=O)OCC)C1=CC=CC=C1